C(#N)[C@H](C[C@H]1C(NCC1)=O)NC(=O)[C@@H]1[C@H]2C([C@H]2CN1C([C@@H](NC(C(F)(F)F)=O)CC1=CC(=CC=C1)C(F)(F)F)=O)(C)C (1r,2S,5S)-N-{(1S)-1-cyano-2-[(3S)-2-oxopyrrolidin-3-yl]ethyl}-6,6-dimethyl-3-[N-(trifluoroacetyl)-3-(trifluoromethyl)-L-phenylalanyl]-3-azabicyclo[3.1.0]hexane-2-carboxamide